ClC=1C(=C(C=CC1)NC1=NC=NC2=CC(=C(C=C12)OC1CCN(CC1)C(=O)OC(C)(C)C)OC)F tert-butyl 4-((4-((3-chloro-2-fluorophenyl)amino)-7-methoxyquinazolin-6-yl)oxy)piperidine-1-carboxylate